(R)-(((1-(5-(5-(1-(3,5-Dichloropyridin-4-yl)ethoxy)-1H-indazol-3-yl)-3-fluoropyridin-2-yl)-3-methylazetidin-3-yl)amino)methyl)dimethylphosphine oxide ClC=1C=NC=C(C1[C@@H](C)OC=1C=C2C(=NNC2=CC1)C=1C=C(C(=NC1)N1CC(C1)(C)NCP(C)(C)=O)F)Cl